Oxyhyponitrite N([N+](=O)[O-])O